8-fluoro-6-(4-methoxy-2-(((1s,4s)-4-methoxy-4-methylcyclohexyl)amino)pyrrolo[2,1-f][1,2,4]triazin-5-yl)-N-methylimidazo[1,2-a]pyridine-3-carboxamide FC=1C=2N(C=C(C1)C=1C=CN3N=C(N=C(C31)OC)NC3CCC(CC3)(C)OC)C(=CN2)C(=O)NC